C1(CC1)C=1N=NN(C1)[C@H](C(=O)N1[C@@H](C[C@H](C1)O)C(=O)NCC1=NC(=NC=C1)N1CCN(CC1)C)C(C)(C)C (2S,4r)-1-[(2S)-2-(4-cyclopropyl-triazol-1-yl)-3,3-dimethyl-butyryl]-4-hydroxy-N-[[2-(4-methylpiperazin-1-yl)pyrimidin-4-yl]methyl]pyrrolidine-2-carboxamide